FC(C=1N=C2N(C(C1C)=O)C=CN=C2)F 2-(difluoromethyl)-3-methyl-pyrazino[1,2-a]pyrimidin-4-one